N-benzyl-α,α-diphenyl-4-pyridinemethanol bromide [Br-].C(C1=CC=CC=C1)N1CC=C(C=C1)C(O)(C1=CC=CC=C1)C1=CC=CC=C1